BrC1=CC=C(C=C1)C(S(=O)(=O)C1=CC=C(C)C=C1)[N+]#[C-] 4-BROMO-1-[ISOCYANO-(TOLUENE-4-SULFONYL)-METHYL]-BENZENE